2-(2-cyclopropyl-3-ethoxyphenyl)-2-(3-((5-(5,6,7,8-tetrahydro-1,8-naphthyridin-2-yl)pentyl)oxy)azetidin-1-yl)acetic acid C1(CC1)C1=C(C=CC=C1OCC)C(C(=O)O)N1CC(C1)OCCCCCC1=NC=2NCCCC2C=C1